sodium calcium ethylenediamine tetramethylene phosphonate P1(OCCCCO1)=O.C(CN)N.[Ca].[Na]